bis(bicyclo[2.2.1]-2-heptyl)chloroborane C12C(CC(CC1)C2)B(Cl)C2C1CCC(C2)C1